C(C)(C)(C)C=1C=C(C=C(C1O)C(C)(C)C)CCC(=O)OCCCCCCCCCCCCCCCCCC Octadecyl 3-(3,5-di-tert-butyl-4-hydroxyphenyl)propionat